5-((6-bromo-3-isopropyl-3H-imidazo[4,5-c]pyridin-4-yl)amino)-2,3,4-trifluoro-benzoic acid BrC1=CC2=C(C(=N1)NC=1C(=C(C(=C(C(=O)O)C1)F)F)F)N(C=N2)C(C)C